C1CC12CCN(CC2)C=2C=C1CCN=CC1=CC2 6-(6-azaspiro[2.5]oct-6-yl)-3,4-dihydroisoquinoline